[(2S)-1-(4-{[(3-chloro-4-methoxyphenyl)methyl]amino}-5-{[(pyrimidin-2-yl)methyl]carbamoyl}-pyrimidin-2-yl)pyrrolidin-2-yl]methyl 6-(nitrooxy)hexanoate [N+](=O)([O-])OCCCCCC(=O)OC[C@H]1N(CCC1)C1=NC=C(C(=N1)NCC1=CC(=C(C=C1)OC)Cl)C(NCC1=NC=CC=N1)=O